(S)-(2-chlorophenyl)(4-(3-(5-fluoropyridin-2-ylamino)pyrrolidin-1-yl)-3-(2-hydroxyethyl)phenyl)methanone ClC1=C(C=CC=C1)C(=O)C1=CC(=C(C=C1)N1C[C@H](CC1)NC1=NC=C(C=C1)F)CCO